3-(methylamino)butyric acid CNC(CC(=O)O)C